BrC=1N=CC(NC1)=O 5-bromopyrazine-2(1H)-one